NC1=NC(=C(C(=C1C#N)C1=CC=C(C=C1)C1COCC1)C#N)S 2-amino-6-mercapto-4-(4-(tetrahydrofuran-3-yl)phenyl)pyridine-3,5-dicarbonitrile